2-(azepan-1-yl)ethyl (S)-6-diazo-2-((R)-2-methoxypropanamido)-5-oxohexanoate [N+](=[N-])=CC(CC[C@@H](C(=O)OCCN1CCCCCC1)NC([C@@H](C)OC)=O)=O